FC=1C=C(C=C(C1)C)C=1C(=CN=NC1)N 5-(3-fluoro-5-methylphenyl)pyridazin-4-amine